C(C)OB(OCC)CCCC n-butylboronic acid diethyl ester